C1(CC1)NC(CC1N(C(CC1)=O)CC1=C(C(=CC=C1)F)F)=O N-cyclopropyl-2-[1-[(2,3-difluorophenyl)methyl]-5-oxopyrrolidin-2-yl]acetamide